1-naphthoic acid 1-acetyl-3,4-dimethylcyclohex-3-en-1-yl ester C(C)(=O)C1(CC(=C(CC1)C)C)OC(=O)C1=CC=CC2=CC=CC=C12